ClC1=CC=C(C=C1)C(C1=NOC(=N1)CC(C(=O)O)=C)(F)F 2-((3-((4-chlorophenyl)difluoromethyl)-1,2,4-oxadiazol-5-yl)methyl)acrylic acid